FC1(CN(CC1)C=1N=C(C2=C(N1)N=CC=C2)NCC=2C(=NC=CC2)C(F)(F)F)F 2-(3,3-difluoropyrrolidin-1-yl)-N-((2-(trifluoromethyl)pyridin-3-yl)methyl)pyrido[2,3-d]pyrimidin-4-amine